OCC=1C=CC(=NC1)N1N=C(C=C1O)C(F)(F)F 2-[5-(hydroxymethyl)-2-pyridyl]-5-(trifluoromethyl)pyrazol-3-ol